C1(CC1)C1CN(CCN1)C1=CC=C(N=N1)C1=CC=C(C=2N=CSC21)C=2C=NNC2 7-[6-(3-cyclopropylpiperazin-1-yl)pyridazin-3-yl]-4-(1H-pyrazol-4-yl)-1,3-benzothiazole